tert-butyl (R)-(1-((1-(4-chlorophenyl)-2-methylpropan-2-yl)amino)-1-oxopropan-2-yl)carbamate ClC1=CC=C(C=C1)CC(C)(C)NC([C@@H](C)NC(OC(C)(C)C)=O)=O